bromotrifluoro-benzene BrC1=C(C(=C(C=C1)F)F)F